N,N'-bis-[3-(p-phenylbenzenesulfonyloxy)phenyl]urea C1(=CC=CC=C1)C1=CC=C(C=C1)S(=O)(=O)OC=1C=C(C=CC1)NC(=O)NC1=CC(=CC=C1)OS(=O)(=O)C1=CC=C(C=C1)C1=CC=CC=C1